(ETHYLTHIO)ACETIC ACID C(C)SCC(=O)O